BrC1=CC2=C(N(N=N2)CC2=CC=C(C=C2)C(F)(F)F)C(=C1)C(=O)NCC1=CC=C(C(=O)OC)C=C1 Methyl 4-((5-bromo-1-(4-(trifluoromethyl)benzyl)-1H-benzo[d][1,2,3]triazole-7-carboxamido)methyl)benzoate